FC=1C=CC(=C(C1)CC(=O)[O-])OCOC 2-(5-fluoro-2-(methoxymethoxy)-phenyl)acetate